2-amino-N-cyclopropyl-5-{7-methanesulfonamido-1-oxo-2-[(2S)-1,1,1-trifluoropropan-2-yl]-2,3-dihydro-1H-isoindol-5-yl}pyrazolo[1,5-a]pyrimidine-3-carboxamide NC1=NN2C(N=C(C=C2)C=2C=C3CN(C(C3=C(C2)NS(=O)(=O)C)=O)[C@H](C(F)(F)F)C)=C1C(=O)NC1CC1